C(CCCCCCCC)(=O)O.C(CCCCCCCC)(=O)O.C(CCCCCCCC)(=O)O.C(O)C(CC)(CO)CO trimethylolpropane tri-nonanoate